(BUTYLTHIO)ACETIC ACID C(CCC)SCC(=O)O